3-(3-(4-(1-methyl-1H-indol-3-yl)-2,5-dioxo-2,5-dihydro-1H-pyrrol-3-yl)-1H-indol-1-yl)propyl carbamimidothioate C(N)(=N)SCCCN1C=C(C2=CC=CC=C12)C=1C(NC(C1C1=CN(C2=CC=CC=C12)C)=O)=O